BrC1=CC(=NC(=C1)Cl)C#N 4-bromo-6-chloro-pyridine-2-carbonitrile